BrC1=C(C=C(C=C1)[C@@H]1CN2[C@H](CO1)CN(CC2)C(=O)C2=C(C(=CC=C2)OC)Cl)Cl ((3R,9aS)-3-(4-bromo-3-chlorophenyl)hexahydropyrazino[2,1-c][1,4]oxazin-8(1H)-yl)(2-chloro-3-methoxyphenyl)methanone